C1(CC1)C1=NNC(=N1)C1CC2(CN(C2)C(=O)N2CC3(C2)CC(C3)CC=3SC=C(N3)C(F)(F)F)C1 [6-(3-cyclopropyl-1H-1,2,4-triazol-5-yl)-2-azaspiro[3.3]heptan-2-yl]-[6-[[4-(trifluoromethyl)thiazol-2-yl]methyl]-2-azaspiro[3.3]heptan-2-yl]methanone